FC1=C(C(=CC=C1)OC)C1=NC=CC(=N1)NC1=CC(=C(C=N1)C=1C=NC(=CC1)C(=O)N1CCOCC1)N1C[C@H](CCC1)O (S)-(6'-((2-(2-fluoro-6-methoxyphenyl)pyrimidin-4-yl)amino)-4'-(3-hydroxypiperidin-1-yl)-[3,3'-bipyridin]-6-yl)(morpholino)methanone